Cl.C(C)OC[C@H](C)NC(=O)C1CNC1 N-[(2S)-1-ethoxypropan-2-yl]azetidine-3-carboxamide hydrochloride